tert-Butyl 4-(((3-formyl-1-methyl-1H-pyrazol-4-yl)thio)methyl)piperidine-1-carboxylate C(=O)C1=NN(C=C1SCC1CCN(CC1)C(=O)OC(C)(C)C)C